P(O)(=O)(OP(=O)(O)OP(=O)(O)O)OC[C@@H]1[C@H]([C@H]([C@@H](O1)C1=CN(C(=O)NC1=O)C)O)O N1-methyl-pseudouridine triphosphate